CC(CCCCCO)CC 6-methyl-1-octanol